S1C(=CC=C1C(=O)Br)C(=O)Br thiophene-2,5-dicarbonyl dibromide